4-[(2-bromophenyl)amino]-2-{[6-methoxy-2-(3-methoxypropanoyl)-1,2,3,4-tetrahydroisoquinolin-7-yl]amino}pyrimidine-5-carboxamide BrC1=C(C=CC=C1)NC1=NC(=NC=C1C(=O)N)NC1=C(C=C2CCN(CC2=C1)C(CCOC)=O)OC